C(C1=CC=CC=C1)OC1=CC(=CC2=C1OC(O2)(C2=CC=CC=C2)C2=CC=CC=C2)C(=O)OC2=CC(=CC1=C2OC(O1)(C1=CC=CC=C1)C1=CC=CC=C1)C(=O)OC1OCC(C1OC(=O)C1=CC2=C(OC(O2)(C2=CC=CC=C2)C2=CC=CC=C2)C(=C1)OC(=O)C1=CC2=C(OC(O2)(C2=CC=CC=C2)C2=CC=CC=C2)C(=C1)OCC1=CC=CC=C1)OC(=O)C1=CC2=C(OC(O2)(C2=CC=CC=C2)C2=CC=CC=C2)C(=C1)OC(=O)C1=CC2=C(OC(O2)(C2=CC=CC=C2)C2=CC=CC=C2)C(=C1)OCC1=CC=CC=C1 tetrahydrofuran-2,3,4-triyl tris(7-((7-(benzyloxy)-2,2-diphenylbenzo[d][1,3]dioxole-5-carbonyl) oxy)-2,2-diphenylbenzo[d][1,3]dioxole-5-carboxylate)